FC1=C(C=C(C(=C1)C)C=1C=C(C=2N(C1)C=CN2)N2CCOCC2)NC(=O)C2=C1N(N=C2)CCC1 N-(2-fluoro-4-methyl-5-(8-morpholinoimidazo[1,2-a]pyridin-6-yl)phenyl)-5,6-dihydro-4H-pyrrolo[1,2-b]pyrazole-3-carboxamide